3-[3-methyl-5-[[4-(methylamino)-1-piperidinyl]methyl]-2-oxo-benzimidazol-1-yl]piperidine-2,6-dione TFA salt OC(=O)C(F)(F)F.CN1C(N(C2=C1C=C(C=C2)CN2CCC(CC2)NC)C2C(NC(CC2)=O)=O)=O